C(C(C(C(C(C(C(COCCC#N)OCCC#N)OCCC#N)OCCC#N)OCCC#N)OCCC#N)OCCC#N)OCCC#N 3,3',3'',3''',3'''',3''''',3'''''',3'''''''-(octan-1,2,3,4,5,6,7,8-octayloctakis(oxy))octapropanenitrile